C(#N)C1=CC2=C(N(C(N=C2N2[C@H](CN(C[C@H]2C)C(=O)OC(C)(C)C)C)=O)C=2C(=NC=CC2C)C(C)C)N=C1C1=C(C=CC(=C1)C)F tert-butyl (3S,5R)-4-(6-cyano-7-(2-fluoro-5-methylphenyl)-1-(2-isopropyl-4-methylpyridin-3-yl)-2-oxo-1,2-dihydropyrido[2,3-d]pyrimidin-4-yl)-3,5-dimethylpiperazine-1-carboxylate